FC(S(=O)(=O)O)(F)F.FC(S(=O)(=O)O)(F)F.FC(S(=O)(=O)O)(F)F.[Fe+3] iron (III) tris(trifluoromethanesulfonic acid)